C=1N(C2=C3C(SCCCC13)=NC=N2)CO (8,9-Dihydro-6-thia-2,3,5-triazabenzo[cd]azulen-2(7H)-yl)methanol